4-(2-bromo-5-methyl-4-nitrophenyl)piperazine-1-carboxylic acid tert-butyl ester C(C)(C)(C)OC(=O)N1CCN(CC1)C1=C(C=C(C(=C1)C)[N+](=O)[O-])Br